C(C)OCC1=CC=C(C=C1)C(C)(C)OCC 1-ethoxymethyl-4-(1-ethoxy-1-methylethyl)benzene